FC(OC1=C(C=C(C=C1)SC(C)C)C1=NN(C=C1NC(=O)C=1C=NN2C1N=CC=C2)CC(=O)N2CCC(CC2)CN2CCN(CC2)C(=O)OC)F methyl 4-[[1-[2-[3-[2-(difluoromethoxy)-5-isopropylsulfanyl-phenyl]-4-(pyrazolo[1,5-a]pyrimidine-3-carbonylamino)pyrazol-1-yl]acetyl]-4-piperidyl]methyl]piperazine-1-carboxylate